2,6-diisopropyl-4-(3,5-dimethylphenyl)bromobenzene C(C)(C)C1=C(C(=CC(=C1)C1=CC(=CC(=C1)C)C)C(C)C)Br